lithium (R)-2-(1-isopropylpyrrolidin-2-yl)acetate C(C)(C)N1[C@H](CCC1)CC(=O)[O-].[Li+]